(R)-5-(1,2-dithiolan-3-yl)-N-(4-oxo-4H-chromen-3-yl)pentanamide S1S[C@@H](CC1)CCCCC(=O)NC1=COC2=CC=CC=C2C1=O